ClC(C1=NC(=NO1)C1=CC=C(C=C1)C(CS(=O)(=O)CC=1C=NN(C1)C)=O)(F)F 1-(4-(5-(chlorodifluoromethyl)-1,2,4-oxadiazol-3-yl)phenyl)-2-(((1-methyl-1H-pyrazol-4-yl)methyl)sulfonyl)ethan-1-one